2-(3-{2-[(1R,3S,4S)-2-azabicyclo[2.2.1]heptane-3-carbonyl]-2-azaspiro[3.4]octan-6-yl}-1H-pyrrolo[2,3-c]pyridin-1-yl)-5-fluoro-N-methyl-N-(propan-2-yl)benzamide [C@@H]12N[C@@H]([C@@H](CC1)C2)C(=O)N2CC1(C2)CC(CC1)C1=CN(C2=CN=CC=C21)C2=C(C(=O)N(C(C)C)C)C=C(C=C2)F